BrC1=CC=C(C=N1)C1NC(CC2=C1NC1=CC=CC=C21)C 1-(6-bromopyridin-3-yl)-3-methyl-2,3,4,9-tetrahydro-1H-pyrido[3,4-b]Indole